FC(CO)(C(C(C(C(C(C(F)(F)F)(F)F)(F)F)(F)F)(F)F)(F)F)F 2,2,3,3,4,4,5,5,6,6,7,7,8,8,8-pentadecafluoro-1-octanol